tert-butyl ((1S,2S,4S)-2-amino-4-(3-(trifluoromethyl)phenyl)-cyclohexyl)-carbamate N[C@@H]1[C@H](CC[C@@H](C1)C1=CC(=CC=C1)C(F)(F)F)NC(OC(C)(C)C)=O